NC=1C(=NC(=C(N1)C1=CC=CC=C1)C=1C=C(C=CC1)C)C#N 3-amino-5-phenyl-6-(m-tolyl)pyrazine-2-carbonitrile